4-(4-carboxy-2-(((3-chlorophenyl)methyl)sulfonamido)phenyl)-1-ethylpiperazin-1-ium chloride [Cl-].C(=O)(O)C1=CC(=C(C=C1)N1CC[NH+](CC1)CC)NS(=O)(=O)CC1=CC(=CC=C1)Cl